benzyl (3-((tertbutyldimethylsilyl)oxy)pent-4-en-2-yl)carbamate C(C)(C)(C)[Si](OC(C(C)NC(OCC1=CC=CC=C1)=O)C=C)(C)C